FC=1C=C(C=CC1OC1=CC=NC2=CC(=C(C=C12)OC)OCCCN1CCN(CC1)C)NC(=O)C1=NC=CN(C1=O)C1=CC=C(C=C1)Br N-(3-fluoro-4-{6-methoxy-7-[3-(4-methyl-1-piperazinyl)propoxy]quinolin-4-yloxy}phenyl)-3-oxo-4-(4-bromophenyl)-3,4-dihydropyrazine-2-carboxamide